9-chloro-11H-pyrazino[2,3-b]phenoxazine ClC1=CC=C2OC=3C=C4C(=CC3NC2=C1)N=CC=N4